C(C#CC)(=O)N1[C@H](CC1)COC=1C=NC=CC1C1=C(C=2C(NCCC2N1)=O)NC1=C(C(=CC=C1)F)OC 2-(3-{[(2R)-1-(but-2-ynoyl)azetidin-2-yl]methoxy}pyridin-4-yl)-3-[(3-fluoro-2-methoxyphenyl)amino]-1H,5H,6H,7H-pyrrolo[3,2-c]pyridin-4-one